ClC=1N=CC2=C(N1)C(C(N(C2)C=2C(=NC=C(C2)[N+](=O)[O-])C)=O)C(=O)OCC Ethyl 2-chloro-6-(2-methyl-5-nitropyridin-3-yl)-7-oxo-5,6,7,8-tetrahydropyrido[4,3-d]pyrimidine-8-carboxylate